C(=O)N1S(=O)(=O)C2=CC=CC=C2C1=O N-formylsaccharine